OC1C=2C=CC(=CC2CCC1[C@H]1N2C(C3=CC=CC=C13)=CN=C2)C(=O)N(C)C 5-hydroxy-6-((R)-5H-imidazo[5,1-a]isoindol-5-yl)-N,N-dimethyl-5,6,7,8-tetrahydronaphthalene-2-carboxamide